C1(=CC=CC=C1)C1=NC(=NC(=N1)C1=CC=CC=C1)C1=CC=C(C=C1)C1=CC=C(C=C1)C1=CC(=NC(=C1)C1=NC=CC=C1)C1=NC=CC=C1 4'-(4'-(4,6-diphenyl-1,3,5-triazin-2-yl)-[1,1'-biphenyl]-4-yl)-2,2':6',2''-terpyridine